CC1C=2N(CCN1CCNC1=NC=CC3=CC=C(C=C13)C1=NOC(=N1)C)N=C(C2)C(=O)OCC ethyl 4-methyl-5-(2-((7-(5-methyl-1,2,4-oxadiazol-3-yl)isoquinolin-1-yl)amino)ethyl)-4,5,6,7-tetrahydropyrazolo[1,5-a]pyrazine-2-carboxylate